OC=1C=CC(=NC1)NC(CN1CCN(CC1)C1=CC=C(C=C1)C(F)(F)F)=O N-(5-hydroxypyridin-2-yl)-2-(4-(4-(trifluoromethyl)phenyl)piperazin-1-yl)acetamide